C(C)C=1C=NC(=NC1)N1CCC(CC1)CCCOC1=CC(=C(C(=C1)F)C=1OCCN1)F 2-(4-(3-(1-(5-ethylpyrimidin-2-yl)piperidin-4-yl)propoxy)-2,6-difluorophenyl)-4,5-dihydrooxazole